FC1(C(C1)C1=CNC=2N=CC=C(C21)NCC2=NC(=CC=C2)N2CCNCC2)F 3-(2,2-difluorocyclopropyl)-N-((6-(piperazin-1-yl)pyridin-2-yl)methyl)-1H-pyrrolo[2,3-b]pyridin-4-amine